FC1=C(C=C(C(=C1)C(=O)N1CCCCC1)OC)C1=NC=2C=CNC(C2C(=C1)NC1=NC=C(C=C1)N1CCC(CC1)O)=O 2-[2-fluoro-5-methoxy-4-(piperidine-1-carbonyl)phenyl]-4-[[5-(4-hydroxy-1-piperidyl)-2-pyridyl]amino]-6H-1,6-naphthyridin-5-one